ClC=1C=C2C(=NC=NC2=CC1C1=C(C=CC=C1)CC)N1CCN(CC1)C(C=C)=O 1-(4-(6-chloro-7-(2-ethylphenyl)quinazolin-4-yl)piperazin-1-yl)prop-2-en-1-one